C(C1=CC=CC=C1)(=O)NC(C(=O)N)C benzamido-propanamide